tert-butyl (2-oxo-2,3,4,5-tetrahydro-1H-1-benzazepin-4-yl)carbamate O=C1NC2=C(CC(C1)NC(OC(C)(C)C)=O)C=CC=C2